C(#N)C[C@@H]1N(CCN(C1)C1=NC(=NC=2C[C@@]3(CN(C4=CC=CC=C4C3)C)CCC12)OC[C@H]1N(CCC1)C)C(=O)OC(C)(C)C tert-butyl (S)-2-(cyanomethyl)-4-((R)-1'-methyl-2-(((S)-1-methylpyrrolidin-2-yl)methoxy)-1',4',5,8-tetrahydro-2'H,6H-spiro[quinazoline-7,3'-quinolin]-4-yl)piperazine-1-carboxylate